(R)-3-(7-chloro-3-cyclohexyl-2-methyl-1,1-dioxido-2,3,4,5-tetrahydrobenzo[f][1,2,5]thiadiazepin-8-yl)-4-formylbenzoic acid ClC=1C(=CC2=C(NC[C@H](N(S2(=O)=O)C)C2CCCCC2)C1)C=1C=C(C(=O)O)C=CC1C=O